5-isobutyl-4'-((2-methyl-1H-imidazol-1-yl)methyl)-[1,1'-biphenyl]-2-sulfonamide C(C(C)C)C1=CC=C(C(=C1)C1=CC=C(C=C1)CN1C(=NC=C1)C)S(=O)(=O)N